(3S,4R)-4-(3-Fluorophenyl)-1-(2-methoxyethyl)pyrrolidin-3-amine FC=1C=C(C=CC1)[C@H]1[C@@H](CN(C1)CCOC)N